N-[4-(2-naphthyl)phenyl]-N-(1-dibenzothienyl)amine C1=C(C=CC2=CC=CC=C12)C1=CC=C(C=C1)NC1=CC=CC=2SC3=C(C21)C=CC=C3